(5-(4-fluorobenzyl)pyridin-2-yl)-6-(hydroxymethyl)nicotinamide FC1=CC=C(CC=2C=CC(=NC2)C2=C(C(=O)N)C=CC(=N2)CO)C=C1